C1(=CC=CC2=CC=CC=C12)CC12C(N(C3=CC=CC=C13)CC1=CC=CC3=CC=CC=C13)N(CC2)C(CCC2=CC=CC=C2)=O 1-(3a,8-bis(naphthalen-1-ylmethyl)-3,3a,8,8a-tetrahydropyrrolo[2,3-b]indol-1(2H)-yl)-3-phenylpropan-1-one